C(C)N1C(N(C(C(=C1)C(=O)N)=O)C1=CC=C(C=C1)C)=O 1-ethyl-2,4-dioxo-3-(p-tolyl)-1,2,3,4-tetrahydropyrimidine-5-carboxamide